C(C)(C)(C)OC(=O)N1CC(CC(C1)CO)OC(F)F 3-(difluoromethoxy)-5-(hydroxymethyl)piperidine-1-carboxylic acid tert-butyl ester